ethyl 2-[3,5-dichloro-4-[(E)-6-[2,6-dichloro-4-(3-methoxy-3-oxo-propyl)phenoxy]hex-3-enoxy]phenyl]-5-ethyl-oxazole-4-carboxylate ClC=1C=C(C=C(C1OCC\C=C\CCOC1=C(C=C(C=C1Cl)CCC(=O)OC)Cl)Cl)C=1OC(=C(N1)C(=O)OCC)CC